ClC1=C(C(=O)N(C)C2C[C@]3(CC[C@@](C2)(N3)C)C)C=CC(=C1)C1C(C1)C1=NN(C3=NC(=CC=C31)C)C chloro-4-(2-(1,6-dimethyl-1H-pyrazolo[3,4-b]pyridin-3-yl)cyclopropyl)-N-((1R,3s,5S)-1,5-dimethyl-8-azabicyclo[3.2.1]oct-3-yl)-N-methylbenzamide